3-methyl-1-vinylimidazole CN1CN(C=C1)C=C